C(=O)O.FC(OC1=C(C=CC(=C1)C)C1=C2C(=C(N=N1)N[C@H]1CN(CCC1)C)C=NC=C2)F 1-[2-(difluoromethoxy)-4-methylphenyl]-N-[(3R)-1-methylpiperidin-3-yl]pyrido[3,4-d]pyridazin-4-amine formate